2-(1-phenylvinyl)thiophene C1(=CC=CC=C1)C(=C)C=1SC=CC1